N,N'-bis(3,5-di-tert-butylsalicylidene)-1,2-cyclohexanediamine cobalt [Co].C(C)(C)(C)C1=C(C(C=NC2C(CCCC2)N=CC=2C(O)=C(C=C(C2)C(C)(C)C)C(C)(C)C)=CC(=C1)C(C)(C)C)O